acrylic acid scandium salt [Sc+3].C(C=C)(=O)[O-].C(C=C)(=O)[O-].C(C=C)(=O)[O-]